ClC=1C(=NC(=C(C1)C#N)N1C[C@@H](C([C@@H](C1)C)F)C)NC=1C=C2C=C(C(NC2=CC1)=O)OCC(=O)NC 2-((6-((3-Chloro-5-cyano-6-((3S,4S,5R)-4-fluoro-3,5-dimethylpiperidin-1-yl)pyridin-2-yl)amino)-2-oxo-1,2-dihydroquinolin-3-yl)oxy)-N-methylacetamide